ClC1=CC=C(C(=N1)N1N=C(C=C1C)C(F)F)C#N 6-chloro-2-[3-(difluoromethyl)-5-methyl-pyrazol-1-yl]pyridine-3-carbonitrile